ClC=1C=C(C=CC1Cl)C1=CC=C(C=C1)NC=1N=NNC1C(=O)O 4-((3',4'-dichloro-[1,1'-biphenyl]-4-yl)amino)-1H-1,2,3-triazole-5-carboxylic acid